Aluminium tri(ethylacetoacetat) C(C)CC(CC(=O)[O-])=O.C(C)CC(CC(=O)[O-])=O.C(C)CC(CC(=O)[O-])=O.[Al+3]